CN1N=C(C=C1)C1N(OCC1)C(=O)C1CCN(CC1)C1=NC=CC(=N1)C(=O)N 2-[4-[3-(1-Methylpyrazol-3-yl)isoxazolidine-2-carbonyl]-1-piperidyl]pyrimidine-4-carboxamide